C(C)(C)C=1N(C=C(N1)C=1C=C2C(=NC1)C=CN2C(C)C2=NC=CC=C2)C21CC(C2)(C1)N1CCOCC1 4-(3-(2-isopropyl-4-(1-(1-(pyridin-2-yl)ethyl)-1H-pyrrolo[3,2-b]pyridin-6-yl)-1H-imidazol-1-yl)bicyclo[1.1.1]pentan-1-yl)morpholine